dimethoxyxanthone COC1=C(C2=C(C=C1)OC3=CC=CC=C3C2=O)OC